ClC=1C=C(C=NC1)CNC1=NC(=NC2=CC=C(C=C12)C=1C(=NOC1C)C)N1CCN(CC1)CCCN(C)C N-((5-chloropyridin-3-yl)methyl)-2-(4-(3-(dimethylamino)propyl)piperazin-1-yl)-6-(3,5-dimethylisoxazol-4-yl)quinazolin-4-amine